CN(C1=NC=CC=C1CNC1=NC(=NC=C1C(F)(F)F)NC=1C=C(CNC(C)=O)C=CC1)S(=O)(=O)C N-[3-({4-[({2-[methyl(methylsulfonyl)amino]pyridin-3-yl}methyl)amino]-5-(trifluoromethyl)pyrimidin-2-yl}amino)benzyl]acetamide